N-(4-((4-methylpiperazin-1-yl)methyl)-3-(trifluoromethyl)phenyl)(pyrido[3,4-b]pyrazin-8-ylethynyl)nicotinamide CN1CCN(CC1)CC1=C(C=C(C=C1)NC(C1=C(N=CC=C1)C#CC1=CN=CC2=NC=CN=C21)=O)C(F)(F)F